Benzyl 3-isobutyryloxy-1-isopropyl-2,2-dimethylpropyl phthalate C(C=1C(C(=O)OC(C(COC(C(C)C)=O)(C)C)C(C)C)=CC=CC1)(=O)OCC1=CC=CC=C1